ethyl 2-chloro-4-fluoro-β-hydroxy-α-methylenebenzenepropanoate ClC1=C(C=CC(=C1)F)C(C(C(=O)OCC)=C)O